7-METHOXY-3-INDOLECARBOXALDEHYDE COC=1C=CC=C2C(=CNC12)C=O